(R)-4-(1-(hydroxymethyl)-8-phenyl-1,2-dihydronaphtho[2,1-b]furan-1-yl)phenol OC[C@]1(C2=C(OC1)C=CC1=CC=C(C=C12)C1=CC=CC=C1)C1=CC=C(C=C1)O